NC1=CC(=C2C(CCCCCCC(C3=NN=C(C1=N2)O3)(O)C(F)(F)F)C)C(F)(F)F 17-amino-13-methyl-6,15-bis(trifluoromethyl)-19-oxa-3,4,18-triazatricyclo[12.3.1.12,5]nonadeca-1(18),2,4,14,16-pentaen-6-ol